3-[1-oxo-5-[4-[[4-(4-piperidylmethyl)piperazin-1-yl]methyl]-1-piperidyl]isoindolin-2-yl]piperidine-2,6-dione trifluoroacetate FC(C(=O)O)(F)F.O=C1N(CC2=CC(=CC=C12)N1CCC(CC1)CN1CCN(CC1)CC1CCNCC1)C1C(NC(CC1)=O)=O